1-(tert-Butoxycarbonylamino)-3-hydroxycyclopentanoic acid C(C)(C)(C)OC(=O)NC1(CC(CC1)O)C(=O)O